tert-butyl (S)-(2-(4-(benzyloxy)phenyl)-2-oxoethyl)(pentan-2-yl)carbamate C(C1=CC=CC=C1)OC1=CC=C(C=C1)C(CN(C(OC(C)(C)C)=O)[C@@H](C)CCC)=O